4-benzyl 6-methyl 7-fluoro-2,3-dihydro-4H-benzo[b][1,4]oxazine-4,6-dicarboxylate FC=1C(=CC2=C(OCCN2C(=O)OCC2=CC=CC=C2)C1)C(=O)OC